C(CCCCCCCC)O n-nonylalcohol